NC=1C=CC=2C(C3=CC=C(C=C3NC2C1)N)=O 3,6-diamino-9-acridone